FC1=CC=C2C=C(NC(C2=C1)=O)CCC(=O)N1CCC(=CC1)C=1C=NC(=CC1)F 7-fluoro-3-(3-(6-fluoro-3',6'-dihydro-[3,4'-bipyridine]-1'(2'H)-yl)-3-oxopropyl)isoquinolin-1(2H)-one